C(CC)OC1=CC=C(C=C1)C1=NOC(=N1)CC(C(=O)O)=C 2-((3-(4-propoxyphenyl)-1,2,4-oxadiazol-5-yl)methyl)acrylic acid